4-[[3-[1-(cyanomethyl)-3-(trifluoromethyl)pyrazol-4-yl]imidazo[1,2-a]pyrazin-8-yl]amino]-2-fluoro-6-methyl-N-prop-2-ynylbenzamide C(#N)CN1N=C(C(=C1)C1=CN=C2N1C=CN=C2NC2=CC(=C(C(=O)NCC#C)C(=C2)C)F)C(F)(F)F